7-Bromo-3-(1,1-difluoroethyl)quinoline 1-oxide BrC1=CC=C2C=C(C=[N+](C2=C1)[O-])C(C)(F)F